(4-hydroxyphenyl)-3,3,5-trimethylcyclohexane OC1=CC=C(C=C1)C1CC(CC(C1)C)(C)C